ClC=1C=C(C=CC1Cl)CN1C(=CC2=CC=CC=C12)C1=NC2=C(N1C)C=CC(=C2)C(=O)N2C[C@@H](CCC2)NC(OC(C)(C)C)=O 1,1-dimethylethyl {(3R)-1-[(2-{1-[(3,4-dichlorophenyl)methyl]-1H-indol-2-yl}-1-methyl-1H-benzimidazol-5-yl)carbonyl]-3-piperidinyl}carbamate